6-((2-((3R,4R)-3-amino-4-fluoropiperidin-1-yl)-6-(trifluoromethoxy)-1H-benzo[d]imidazol-1-yl)methyl)nicotinonitrile N[C@@H]1CN(CC[C@H]1F)C1=NC2=C(N1CC1=NC=C(C#N)C=C1)C=C(C=C2)OC(F)(F)F